(RS)-2-Ethylhexyl 3-((2-(((R)-6-((tert-butoxycarbonyl)(4,4-difluorocyclohexyl)amino)hexan-2-yl)oxy)-6-methylpyridin-3-yl)sulfonyl)propanoate C(C)(C)(C)OC(=O)N(CCCC[C@@H](C)OC1=NC(=CC=C1S(=O)(=O)CCC(=O)OC[C@@H](CCCC)CC)C)C1CCC(CC1)(F)F |&1:30|